C1(CCCCC1)CC1NCC=2C=CC(=NC2C1)S(=O)(=O)O 7-(cyclohexylmethyl)-5,6,7,8-tetrahydro-1,6-naphthyridine-2-sulfonic acid